(R)-2-amino-5-(4-((2-methylpyrrolidin-1-yl)methyl)phenyl)nicotinic acid NC1=C(C(=O)O)C=C(C=N1)C1=CC=C(C=C1)CN1[C@@H](CCC1)C